4-chloro-5,6,7,8-tetrahydro-2H-phthalazin-1-one ClC1=NNC(C=2CCCCC12)=O